COC(C=C)=O Prop-2-enoic acid methyl ester